O=C[C@@H](O)[C@H](O)[C@H](O)[C@@H](O)C.C(N)(=N)OP(O)(=O)OP(=O)(O)O guanyldiphosphate-fucose